Hexachlorocyclohexan ClC1C(C(C(C(C1Cl)Cl)Cl)Cl)Cl